C1CS(=O)(=O)CCC1C(=O)Cl Tetrahydro-2H-thiopyran-4-carbonyl chloride 1,1-dioxide